C(CC(C)C)[C@H]1CC[C@H](N1C(=O)C1=CC=C(C=C1)C1=C(C=CC=C1)OC)C(=O)O (2S,5S)-5-isopentyl-1-(2'-methoxy-[1,1'-biphenyl]-4-carbonyl)pyrrolidine-2-carboxylic acid